gallium arsine [AsH3].[Ga]